S1(NCC2COCCN21)(=O)=O 2,3,3a,4,6,7-hexahydro-[1,2,5]thiadiazolo[3,2-c][1,4]oxazine 1,1-dioxide